(R)-1-(1-acryloylpiperidine-3-yl)-4-amino-N-(4-(2-(dimethylamino)-2-oxoethyl)naphthalene-1-yl)-1H-pyrazolo[3,4-d]pyrimidine-3-carboxamide C(C=C)(=O)N1C[C@@H](CCC1)N1N=C(C=2C1=NC=NC2N)C(=O)NC2=CC=C(C1=CC=CC=C21)CC(=O)N(C)C